C1(CCC(N1C1C(=O)NC(C1)=O)=O)=O succinimidyl-(Succinimid)